BrC1=CC=C(C=C1)C(N1CCN(CC1)CC1=C(C=CC(=C1)N1CCN(CC1)C)C(F)(F)F)C1=CC=C(C=C1)Br 1-(bis(4-bromophenyl)methyl)-4-(5-(4-methylpiperazin-1-yl)-2-(trifluoromethyl)benzyl)piperazine